3-(5-(aminomethyl)thiophen-2-yl)-2-(thiophen-2-yl)acrylonitrile hydroiodic acid salt I.NCC1=CC=C(S1)C=C(C#N)C=1SC=CC1